C1(=CC=CC=C1)C1C(N(C2=NC(=C(C(=C21)N)C#N)N)S(=O)(=O)C2=CC=C(C)C=C2)C(=O)OCC2=CC=CC=C2 3-phenyl-5-cyano-4,6-diamino-2-benzyloxyformyl-1-p-toluenesulfonyl-2,3-dihydro-1H-pyrrolo[2,3-b]pyridine